FC(S(=O)C1=CN2CCCC3=CC=CC1=C23)(F)F 1-((Trifluoromethyl)sulfinyl)-5,6-dihydro-4H-pyrrolo[3,2,1-iJ]quinoline